C1(CC1)C(=O)N1CC2=C(C=C(C=C2CC1)C=1C=C2C(=NC1)NC=C2C)[C@H]2N(CCC2)C(=O)[O-] (S)-2-(2-cyclopropylformyl-6-(3-methyl-1H-pyrrolo[2,3-b]pyridin-5-yl)-1,2,3,4-Tetrahydroisoquinolin-8-yl)pyrrolidine-1-carboxylate